N1=NC=C(C2=CC=CC=C12)N cinnoline-4-amine